(S)-2-(4-nitroisoindolin-2-yl)-2-phenylacetic acid [N+](=O)([O-])C1=C2CN(CC2=CC=C1)[C@H](C(=O)O)C1=CC=CC=C1